Cl.C(CCC)OC(C1=C(C=C(C=C1)CNO)C)=O 4-((hydroxyamino)methyl)-2-methylbenzoic acid butyl ester hydrochloride